5-chloro-3-(1-((3,3-difluorocyclobutyl)methyl)-1H-pyrazol-4-yl)quinoxalin-6-ol tert-butyl-2-(4-(5-cyanopyridin-2-yl)piperazin-1-yl)-2-oxoethylcarbamate C(C)(C)(C)N(C(=O)OC=1C(=C2N=C(C=NC2=CC1)C=1C=NN(C1)CC1CC(C1)(F)F)Cl)CC(=O)N1CCN(CC1)C1=NC=C(C=C1)C#N